C(CCCCCCCCCC)OB(O)O undecyl-boric acid